ClC1=C(C=2N=C(N=C3C2C(=N1)OCC(CN3C)C)OC[C@]31CCCN1C[C@@H](C3)F)F 5-chloro-4-fluoro-2-(((2R,7aS)-2-fluorotetrahydro-1H-pyrrolizin-7a(5H)-yl)methoxy)-9,11-dimethyl-8,9,10,11-tetrahydro-7-oxa-1,3,6,11-tetraazacycloocta[de]naphthalene